[Sn].[Ga] gallium stannum